tert-butyl 4-{[(tert-butoxy) carbonyl] [6-(5-chloro-2-fluorophenyl)-3-({[3-(methoxycarbonyl) phenyl] methyl} sulfanyl) pyridazin-4-yl] amino}-1H-pyrrolo[2,3-b]pyridine-1-carboxylate C(C)(C)(C)OC(=O)N(C1=C2C(=NC=C1)N(C=C2)C(=O)OC(C)(C)C)C2=C(N=NC(=C2)C2=C(C=CC(=C2)Cl)F)SCC2=CC(=CC=C2)C(=O)OC